COC1=CC=C(C=C1)CN(C1=NC=C(C(=N1)OC)O)CC1=CC=C(C=C1)OC 2-[bis[(4-methoxyphenyl)methyl]amino]-4-methoxy-pyrimidin-5-ol